C(C)(C)C=1C=CC(=NC1N1[C@H](CCC1)C)C(=O)OC Methyl (S)-5-isopropyl-6-(2-methylpyrrolidin-1-yl)picolinate